4-(4-((2,6-dioxopiperidin-3-yl)amino)-3-fluoro-2-methoxyphenyl)piperazine-1-carboxylic acid tert-butyl ester C(C)(C)(C)OC(=O)N1CCN(CC1)C1=C(C(=C(C=C1)NC1C(NC(CC1)=O)=O)F)OC